N1CC(C1)OC1CCN(CC1)CCCCCOC=1C=C2C(N(C(C2=CC1)=O)C1C(NC(CC1)=O)=O)=O 5-[5-[4-(azetidin-3-yloxy)-1-piperidinyl]pentyloxy]-2-(2,6-dioxo-3-piperidinyl)isoindoline-1,3-dione